5-chloro-1-(pyridin-4-yl)-1H-pyrazol-4-amine ClC1=C(C=NN1C1=CC=NC=C1)N